2-(((S)-3-(5-chloro-2-methylphenyl)-5-(3,3-dimethylpyrrolidin-1-yl)pentyl)(methyl)amino)-2-(2-((1r,4S)-4-cyclopropoxycyclohexyl)-4-fluoro-3-methylphenyl)acetic acid ClC=1C=CC(=C(C1)[C@H](CCN(C(C(=O)O)C1=C(C(=C(C=C1)F)C)C1CCC(CC1)OC1CC1)C)CCN1CC(CC1)(C)C)C